3-(3-methoxypropoxy)-1-[(1r,4r)-4-{[(tert-butoxy)carbonyl]amino}cyclohexyl]-1H-pyrazole-4-carboxylic acid ethyl ester C(C)OC(=O)C=1C(=NN(C1)C1CCC(CC1)NC(=O)OC(C)(C)C)OCCCOC